6-(prop-2-yloxy)-4-(tetrahydrofuran-3-ylmethoxy)quinoline-7-carboxamide CC(C)OC=1C=C2C(=CC=NC2=CC1C(=O)N)OCC1COCC1